2-{6-Ethoxy-4-[4-fluoro-2-(4-methyl-1,2,4-triazol-3-yl)phenyl]pyridin-2-yl}-6-({[(1-hydroxycyclobutyl)methyl]amino}methyl)-4-(trifluoromethyl)-3H-isoindol-1-one C(C)OC1=CC(=CC(=N1)N1C(C2=CC(=CC(=C2C1)C(F)(F)F)CNCC1(CCC1)O)=O)C1=C(C=C(C=C1)F)C1=NN=CN1C